ClC1=C2C=CN=CC2=C(C=C1)COC1=C(C=C(C(=C1)[N+](=O)[O-])F)OC 5-chloro-8-(4-fluoro-2-methoxy-5-nitrophenoxymethyl)isoquinoline